2-(dec-4-yn-1-yloxy)tetrahydro-2H-pyran C(CCC#CCCCCC)OC1OCCCC1